2-(aminomethyl)thiazole-5-carbonitrile HCl Cl.NCC=1SC(=CN1)C#N